C[SiH](C)[Hf+](C1=CC(C=2C=CC3=C(C12)C=CC=C3)CC(C)(C)C)C3C(=C(C(=C3C)C)C)C dimethylsilyl-tetramethylcyclopentadienyl-(3-neopentylbenz[e]indenyl)hafnium(IV)